((4-(hydroxymethyl)phenyl)methoxy)-8-methoxy-6H-benzo[c]chromen-6-one OCC1=CC=C(C=C1)COC1=C2C3=C(C(OC2=CC=C1)=O)C=C(C=C3)OC